5-(4-chlorophenyl)-7-methyl-3-(2-oxo-2-(2-(trifluoromethyl)pyrrolidin-1-yl)ethyl)-3H-pyrrolo[2,3-d]pyrimidin-4(7H)-one ClC1=CC=C(C=C1)C1=CN(C=2N=CN(C(C21)=O)CC(N2C(CCC2)C(F)(F)F)=O)C